C(C=C)OC[C@]12C[C@H](N([C@@H]2C1)C(=O)OC(C)(C)C)C(NC1=NC=CC=C1COCC=C)=O tert-butyl (1R,3S,5S)-5-((allyloxy)methyl)-3-((3-((allyloxy)methyl)pyridin-2-yl)carbamoyl)-2-azabicyclo[3.1.0]hexane-2-carboxylate